OCCNC(=O)C1=CC2=C(N(C(=N2)NC=2OC3=NC(=CC=C3N2)C(F)(F)F)C)C=C1 N-(2-hydroxyethyl)-1-methyl-2-((5-(trifluoro-methyl)oxazolo[5,4-b]-pyridin-2-yl)amino)-1H-benzo[d]imidazole-5-carboxamide